C(C)(C)(C)C1=NC(=NO1)C(=O)NCC1=C(C=C(C=C1)C1=CC(=NC=C1)NC(=O)[C@H]1[C@H](C1)C(F)(F)F)C 5-(tert-butyl)-N-(2-methyl-4-(2-((1R,2S)-2-(trifluoromethyl)cyclopropane-1-carboxamido)pyridin-4-yl)benzyl)-1,2,4-oxadiazole-3-carboxamide